2-(2,6-dioxopiperidin-3-yl)-4-((6-(5-fluoro-2-methylpyridin-4-yl)-1-methyl-2-oxo-1,2,3,4-tetrahydroquinolin-7-yl)amino)isoindoline-1,3-dione O=C1NC(CCC1N1C(C2=CC=CC(=C2C1=O)NC1=C(C=C2CCC(N(C2=C1)C)=O)C1=CC(=NC=C1F)C)=O)=O